5-amino-N-{4-[3-aminopiperidin-1-yl]-7-hydroxy-7-methyl-6,7-dihydro-5H-cyclopenta[b]pyridin-3-yl}-2-(2,6-difluorophenyl)-1,3-thiazole-4-carboxamide NC1=C(N=C(S1)C1=C(C=CC=C1F)F)C(=O)NC=1C(=C2C(=NC1)C(CC2)(C)O)N2CC(CCC2)N